(2S,4R)-1-((S)-3,3-dimethyl-2-(2-((2-(piperazin-1-yl)pyrimidin-5-yl)oxy)acetamido)butanoyl)-4-hydroxy-N-(4-(4-methylthiazol-5-yl)benzyl)pyrrolidine-2-carboxamide CC([C@@H](C(=O)N1[C@@H](C[C@H](C1)O)C(=O)NCC1=CC=C(C=C1)C1=C(N=CS1)C)NC(COC=1C=NC(=NC1)N1CCNCC1)=O)(C)C